FC1=NC=CC(=C1C1CCC(CC1)C1=CC=2C(=NC(=CN2)C)NC1=O)OC 7-((1r,4r)-4-(2-fluoro-4-methoxypyridin-3-yl)cyclohexyl)-3-methylpyrido[2,3-b]pyrazin-6(5H)-one